(3R)-3-(4-chlorophenyl)-2-[(5-chloropyrimidin-2-yl)methyl]-4-fluoro-6-[2-hydroxy-1-(4-methylpiperazin-1-yl)but-2-yl]-3-[(3S)-oxolane-3-yloxy]-2,3-dihydro-1H-isoindol-1-one ClC1=CC=C(C=C1)[C@@]1(N(C(C2=CC(=CC(=C12)F)C(CN1CCN(CC1)C)(CC)O)=O)CC1=NC=C(C=N1)Cl)O[C@@H]1COCC1